C1(CC1)C=1C=C(C=CC1O)N1C(N(C(C1(C)C)=O)C1=C(C(=NC=C1)C#N)C(F)(F)F)=S (3-(3-cyclopropyl-4-hydroxyphenyl)-4,4-dimethyl-5-oxo-2-thioxoimidazol-1-yl)-3-(trifluoromethyl)pyridinecarbonitrile